C(C)N=S(C(F)(F)F)(=O)C1=CC2=C(N(C(=N2)C2=NC(=CC=C2S(=O)(=O)CC)N2N=C(N=C2)C(F)(F)F)C)C=C1 Ethylimino-[2-[3-ethylsulfonyl-6-[3-(trifluoromethyl)-1,2,4-triazol-1-yl]-2-pyridinyl]-1-methyl-benzimidazol-5-yl]-oxo-(trifluoromethyl)-lambda6-sulfane